(di-tert-butyl-(3,5-diisopropylphenyl)phosphin) Palladium [Pd].C(C)(C)(C)P(C1=CC(=CC(=C1)C(C)C)C(C)C)C(C)(C)C